1-(4-carbamoyl-pyrimidin-2-yl)piperidine-4-carboxylic acid methyl ester COC(=O)C1CCN(CC1)C1=NC=CC(=N1)C(N)=O